(1E,1'E)-(3,3'-dimethoxy-[1,1'-biphenyl]-4,4'-diyl)bis(diazene) COC=1C=C(C=CC1/N=N/[H])C1=CC(=C(C=C1)/N=N/[H])OC